N(C1=CC=CC=C1)C1=C(NC=2[C@@H]3[C@H](NC(C21)=O)CCC3)C3=CC(=NC=C3)NC([C@H](CC(F)F)C3=CC=C(C=C3)F)=O (+)-(2R)-N-{4-[cis-3-Anilino-4-oxo-1,4,5,5a,6,7,8,8a-octahydrocyclopenta[b]pyrrolo[2,3-d]pyridin-2-yl]pyridin-2-yl}-4,4-difluoro-2-(4-fluorophenyl)butanamid